dimethylsilanediylbis-[2-(5-trimethylsilylfuran-2-yl)-4,5-dimethylcyclopentadien-1-yl]zirconium dichloride [Cl-].[Cl-].C[Si](=[Zr+2](C1=C(C=C(C1C)C)C=1OC(=CC1)[Si](C)(C)C)C1=C(C=C(C1C)C)C=1OC(=CC1)[Si](C)(C)C)C